CC1(OC1)C1=CC=C(C=C1)C 2-methyl-2-(4-methylphenyl)oxirane